7-[4-fluoro-2-(2-methoxyethoxy)phenyl]-6-(1H-pyrazol-4-yl)thieno[3,2-c]pyridin-4-ol FC1=CC(=C(C=C1)C=1C2=C(C(=NC1C=1C=NNC1)O)C=CS2)OCCOC